4-(4-((1R,5S)-3,8-diazabicyclo[3.2.1]oct-3-yl)-8-fluoro-2-(((S)-1-Isopropylpyrrolidin-2-yl)methoxy)-5-(propynyl)pyrido[4,3-d]pyrimidin-7-yl)-5-ethyl-6-fluoronaphthalene [C@H]12CN(C[C@H](CC1)N2)C=2C1=C(N=C(N2)OC[C@H]2N(CCC2)C(C)C)C(=C(N=C1C#CC)C1=CC=CC2=CC=C(C(=C12)CC)F)F